C(C)(=O)OC[C@@H]1CO1 (S)-glycidyl acetate